[Ni]=S Nickel sulfide